2-(azidomethyl)-6-chlorobenzoic acid methyl ester COC(C1=C(C=CC=C1Cl)CN=[N+]=[N-])=O